NC1=C(C=2C=NC(=C(C2N1C1=C(C(=CC=C1C)O)C)F)CCC1=CC=C(C=C1)F)C(=O)N 2-amino-7-fluoro-6-(4-fluorophenethyl)-1-(3-hydroxy-2,6-dimethylphenyl)-1H-pyrrolo[3,2-c]pyridine-3-carboxamide